tert-butyl 4-((3-(2,4-dioxotetrahydropyrimidin-1(2H)-yl)-4-methylpyrazolo[1,5-a]pyridin-5-yl)methyl)piperidine-1-carboxylate O=C1N(CCC(N1)=O)C=1C=NN2C1C(=C(C=C2)CC2CCN(CC2)C(=O)OC(C)(C)C)C